Zinc chloride di-hydrate O.O.[Cl-].[Zn+2].[Cl-]